8-(dimethylamino)-2-(4-hydroxyphenyl)-5,6-dihydrobenzo[H]benzopyran CN(C=1C=CC2=C(CCC=3C=CC(OC32)C3=CC=C(C=C3)O)C1)C